4-(2-bromoethoxy)-2-chloro-1-methanesulfonylbenzene BrCCOC1=CC(=C(C=C1)S(=O)(=O)C)Cl